(R)-[(2S)-1-[(3,5-bis-trifluoromethylphenyl)methyl]-5-vinyl-quinuclidin-1-ium-2-yl]-(6-methoxy-4-quinolyl)methanol bromide [Br-].FC(C=1C=C(C=C(C1)C(F)(F)F)C[N+]12[C@@H](CC(C(C1)C=C)CC2)[C@H](O)C2=CC=NC1=CC=C(C=C21)OC)(F)F